FC1=CC2=C(C(=NO2)C2CN(CCC2O)C(=O)OC(C)(C)C)C=C1 tert-Butyl 3-(6-fluoro-1,2-benzoxazol-3-yl)-4-hydroxypiperidine-1-carboxylate